tert-Butyl (2-(4'-cyano-2'-((2-methyl-6-morpholinopyrimidin-4-yl)oxy)-[1,1'-biphenyl]-4-yl)-2-phenylethyl)carbamate C(#N)C1=CC(=C(C=C1)C1=CC=C(C=C1)C(CNC(OC(C)(C)C)=O)C1=CC=CC=C1)OC1=NC(=NC(=C1)N1CCOCC1)C